NC1=NC=C(C2=C1C=NN2)NC(C(=O)N2C(CCCC2)C2=CC(=CC=C2)N(C)C)=O N-(4-Amino-1H-pyrazolo[4,3-c]pyridin-7-yl)-2-[2-[3-(dimethylamino)phenyl]-1-piperidyl]-2-oxo-acetamide